FC=1C(=C(C=C(C1)F)[Ir+]C=1C(=NC=CC1)C(=O)O)C1=NC=CC=C1 3,5-difluoro-2-(2-pyridyl)phenyl-(2-carboxypyridyl)iridium (III)